naphthalene propanoate C(CC)(=O)O.C1=CC=CC2=CC=CC=C12